C(C)(C)(C)OC(=O)NCCOC1=CC=C(C=C1)C1=C(C(=O)OC)C=CN=C1 methyl 3-(4-(2-(tert-butoxycarbonylamino)ethoxy) phenyl)isonicotinate